3-Fluoro-N-(6-(3-(2-hydroxy-prop-2-yl)-1-methyl-1H-pyrazol-5-yl)-2-(o-tolylamino)-1,5-naphthyridin-3-yl)-5-(trifluoromethyl)benzamide FC=1C=C(C(=O)NC=2C(=NC3=CC=C(N=C3C2)C2=CC(=NN2C)C(C)(C)O)NC2=C(C=CC=C2)C)C=C(C1)C(F)(F)F